2-(2-(4-(2-ethylpiperidin-1-yl)-3-(1-(2,2,2-trifluoroethyl)-1H-indazole-3-carboxamido)benzamido)-5-fluorophenyl)acetic acid C(C)C1N(CCCC1)C1=C(C=C(C(=O)NC2=C(C=C(C=C2)F)CC(=O)O)C=C1)NC(=O)C1=NN(C2=CC=CC=C12)CC(F)(F)F